[Si].[Ag].[Li] lithium-silver-silicon